(E)-1-(3-azido-4-bromobut-1-en-1-yl)-4-chlorobenzene N(=[N+]=[N-])C(/C=C/C1=CC=C(C=C1)Cl)CBr